COC(=O)C=1C=2N(C=C(C1)Br)N=CN2 6-bromo-[1,2,4]triazolo[1,5-a]pyridine-8-carboxylic acid methyl ester